N-(6-(2-((2,3-difluoro-4-(4-methylpiperazin-1-yl)phenyl)amino)quinazolin-8-yl)pyridin-2-yl)acrylamide FC1=C(C=CC(=C1F)N1CCN(CC1)C)NC1=NC2=C(C=CC=C2C=N1)C1=CC=CC(=N1)NC(C=C)=O